C(C)C1(C(NCC1)=O)C(=O)NNC(=O)C=1C(=NC=CC1)NC1=CC=C(C=C1)C(F)(F)F N'-(3-ethyl-2-oxo-pyrrolidine-3-carbonyl)-2-[4-(trifluoromethyl)anilino]pyridine-3-carbohydrazide